FC=1C(=C(C(=O)O)C=CC1F)OC 3,4-difluoro-2-methoxybenzoic acid